N6,N6-Bis(tert-butoxycarbonyl)-9-{[(2R)-oxiran-2-yl]ethyl}adenine C(C)(C)(C)OC(=O)N(C1=C2N=CN(C2=NC=N1)CC[C@H]1OC1)C(=O)OC(C)(C)C